6-(3-aminophenyl)-5-{3-fluoro-4-[(4-methyl-Pyrimidin-2-yl)oxy]phenyl}-7,8-dihydro-6H-imidazo[2',3':5,1]pyrrolo[2,3-d]pyrimidin-4-amine NC=1C=C(C=CC1)N1CCN2C1=C(C1=C2N=CN=C1N)C1=CC(=C(C=C1)OC1=NC=CC(=N1)C)F